C12NCCCC2CNC1 2,8-diazabicyclo[4.3.0]Nonane